NCC1(CCN(CC1)C(=O)OCC1=CC=CC=C1)C1=C(C=NC=C1)F benzyl 4-(aminomethyl)-4-(3-fluoropyridin-4-yl)piperidine-1-carboxylate